2-methyl-N-(6-(1-methyl-1H-imidazol-5-yl)isoquinolin-3-yl)-2-azaspiro[3.3]heptane-6-carboxamide CN1CC2(C1)CC(C2)C(=O)NC=2N=CC1=CC=C(C=C1C2)C2=CN=CN2C